COC=1C=2N(N=C(C1)C=1C=CC(=C(C1)O)C1=CN=C(N=N1)N1C[C@@H](NCC1)C(C)C)N=C(N2)C 5-(8-methoxy-2-methyl[1,2,4]triazolo[1,5-b]pyridazin-6-yl)-2-{3-[(3S)-3-(propan-2-yl)piperazin-1-yl]-1,2,4-triazin-6-yl}phenol